trans-(S)-(3-(4-(tert-butyl)cyclohexyl)-4-(pyrrolidin-3-yloxy)phenyl)(4-(2-fluoro-5-(piperazin-1-yl)phenoxy)piperidin-1-yl)methanone dihydrochloride Cl.Cl.C(C)(C)(C)[C@@H]1CC[C@H](CC1)C=1C=C(C=CC1O[C@@H]1CNCC1)C(=O)N1CCC(CC1)OC1=C(C=CC(=C1)N1CCNCC1)F